BrCC(=O)C1=CC(=NO1)C1=CC=C(C=C1)Cl 2-bromo-1-[3-(4-chlorophenyl)-1,2-oxazol-5-yl]ethanone